OC1=CC=C(C=C1)C(C)(C)C1=CC=C(C=C1)C(C)(C1=C(C=CC=C1)O)C1=C(C=CC=C1)O [1-[4-[1-[4-hydroxyphenyl]-1-methylethyl]phenyl]ethylidene]bisphenol